CCCCCCCCCCCCC/C=C/[C@H]([C@H](COP(=O)([O-])[O-])NC(=O)CCCCCCCCC)O The molecule is a N-acylsphingosine 1-phosphate(2-) in which the N-acyl group is specified as decanoyl. It is a conjugate base of a N-decanoylsphingosine 1-phosphate.